bromopentanoic anhydride BrC(C(=O)OC(C(CCC)Br)=O)CCC